O1C(OCC1)C=1C=C(C=NC1OC)C1CN(CCC1(F)F)C(=O)OCC1=CC=CC=C1 benzyl 3-[5-(1,3-dioxolan-2-yl)-6-methoxypyridin-3-yl]-4,4-difluoropiperidine-1-carboxylate